NC1=CC=CC(=N1)C1=C(C=CC=C1C)O 2-(6-aminopyridin-2-yl)-3-methylphenol